3-(4-((4-(6-fluorobenzo[d]isoxazol-3-yl)piperidin-1-yl)methyl)-1-oxoisoindolin-2-yl)piperidine-2,6-dione FC1=CC2=C(C(=NO2)C2CCN(CC2)CC2=C3CN(C(C3=CC=C2)=O)C2C(NC(CC2)=O)=O)C=C1